benzyl (3S,5S)-3-((4-(3-((5-amino-6-fluoro-2-methylnaphthalen-1-yl) oxy) pyridazin-4-yl) pyrimidin-2-yl) amino)-5-fluoropiperidine-1-carboxylate NC1=C2C=CC(=C(C2=CC=C1F)OC=1N=NC=CC1C1=NC(=NC=C1)N[C@@H]1CN(C[C@H](C1)F)C(=O)OCC1=CC=CC=C1)C